BrC1=C(C=CC=C1Cl)C1=C(C=CC=C1)C1=CC2=CC=CC=C2C=C1 2-(2'-bromo-3'-chloro-[1,1'-biphenyl]-2-yl)naphthalene